COC1(CC=C(O)C=C1)O p-methoxyhydroquinone